C(C1=CC=CC=C1)(=O)[Sn]1(OC(CN(CC(O1)(C)C)CCCCCCCC)(C)C)C(C1=CC=CC=C1)=O 1,1-Dibenzoyl-3,3,7,7-tetramethyl-5-n-octyl-5-aza-2,8-dioxa-1-stannacyclooctan